benzyloxycarbonyl-phenylalanyl-alanyl-fluoromethyl ketone C(C1=CC=CC=C1)OC(=O)N[C@@H](CC1=CC=CC=C1)C(=O)N[C@@H](C)C(=O)C(F)C(=O)C(C([C@@H](NC([C@@H](NC(=O)OCC1=CC=CC=C1)CC1=CC=CC=C1)=O)C)=O)F